CCCCCC/C=C/C(C)O The molecule is a fatty alcohol that is (3E)-dec-3-ene substituted by a hydroxy group at position 2. It has a role as a human metabolite. It is a secondary allylic alcohol, an alkenyl alcohol, a volatile organic compound and a fatty alcohol.